F[C@@]1([C@@H](O[C@@H]([C@H]1O)CO)N1C(=O)N=C(NC(C)=O)C=C1)O 2'-Fluoro-N4-acetyl-cytidine